FC(C=1N=C2N(N=C(C(=C2)C)N2CC=3C=C(C=NC3CC2)C2=CC=NN2C)C(C1)=O)F 2-(difluoromethyl)-8-methyl-7-(3-(1-methyl-1H-pyrazol-5-yl)-7,8-dihydro-1,6-naphthyridin-6(5H)-yl)-4H-pyrimido[1,2-b]pyridazin-4-one